COC=1C=C2CCN(CC2=CC1NC1=NC=C(C(=N1)NCC1=CC(=CC=C1)C(F)(F)F)C(=O)N)C 2-[(6-methoxy-2-methyl-1,2,3,4-tetrahydroisoquinolin-7-yl)amino]-4-({[3-(trifluoromethyl)phenyl]methyl}amino)pyrimidine-5-carboxamide